COC(=O)C1=C(C=NC=C1)NC[C@@H]1CCCC2=CC(=CC=C12)N(C)C1=CC=C(C=C1)C1CC1 3-({[(1R)-6-[(4-cyclopropylphenyl)(methyl)amino]-1,2,3,4-tetrahydronaphthalen-1-yl]methyl}amino)pyridine-4-carboxylic acid methyl ester